4-Amino-3-(6-p-tolylpyridin-3-ylazo)naphthalin NC1=C(C=CC2=CC=CC=C12)N=NC=1C=NC(=CC1)C1=CC=C(C=C1)C